tert-butyl (2-acetamido-5-cyanopyridin-4-yl)(tert-butoxycarbonyl)carbamate C(C)(=O)NC1=NC=C(C(=C1)N(C(OC(C)(C)C)=O)C(=O)OC(C)(C)C)C#N